benzyl 4-(3-carbamoyl-2-(4-(1-((4-(trifluoromethyl)pyridin-2-yl)amino)ethyl)phenyl)-9,10-dihydro-4H-benzo[d]pyrazolo[1,5-a][1,3]diazepin-7-yl)piperazine-1-carboxylate C(N)(=O)C=1C(=NN2C1NC1=C(CC2)C=C(C=C1)N1CCN(CC1)C(=O)OCC1=CC=CC=C1)C1=CC=C(C=C1)C(C)NC1=NC=CC(=C1)C(F)(F)F